FC=1C=C(CN2C(C=3C=C(C(=NC3C=C2)C)C(=O)NCC=2N=C(OC2)C)=O)C=CC1F 6-(3,4-difluorobenzyl)-2-methyl-N-((2-methyloxazol-4-yl)methyl)-5-oxo-5,6-dihydro-1,6-naphthyridine-3-carboxamide